hydroxysilver O[Ag]